CC=1C(=NC=CC1)[C@@H]1N([C@@H](CCC1)C1=NC=CC=C1C)CCCCNC[C@@H]1CC[C@H](CO1)N (3R,6S)-6-((4-((2R,6S)-2,6-bis(3-methylpyridin-2-yl)piperidin-1-yl)butylamino)methyl)tetrahydro-2H-pyran-3-amine